C(=O)(O)C1=CC=C(C(=O)Cl)C=C1 p-carboxyl-benzoyl chloride